Tert-butyl (2-amino-5-chloro-4-(trifluoromethyl)phenyl)carbamate NC1=C(C=C(C(=C1)C(F)(F)F)Cl)NC(OC(C)(C)C)=O